tert-butyl 2-{4-[(6-{[5-cyclopropyl-1-(oxan-2-yl)-1H-pyrazol-3-yl]amino}-5-methoxy-1,2-benzoxazol-3-yl)sulfamoyl]-3,5-dimethoxyphenyl}morpholine-4-carboxylate C1(CC1)C1=CC(=NN1C1OCCCC1)NC1=CC2=C(C(=NO2)NS(=O)(=O)C2=C(C=C(C=C2OC)C2CN(CCO2)C(=O)OC(C)(C)C)OC)C=C1OC